2-(benzo[c][1,2,5]oxadiazol-5-ylmethoxy)-6-((2-bromo-3-iodophenyl)oxy)-5-(trifluoromethyl)nicotinaldehyde N=1ON=C2C1C=CC(=C2)COC2=C(C=O)C=C(C(=N2)OC2=C(C(=CC=C2)I)Br)C(F)(F)F